C(=O)(O)C1=C(C=O)C=C(C(=C1OC)O)OC 2-carboxysyringaldehyde